ClC1=NC(=CC(=C1)C=1C(=NN2C1N=C(C=C2)NC2CCNCC2)C=2C=C(C#N)C=CC2)C 3-[3-(2-Chloro-6-methyl-4-pyridyl)-5-(4-piperidylamino)pyrazolo[1,5-a]pyrimidin-2-yl]benzonitrile